2-{[(3R,4S)-1-(4-Aminopyrimidin-2-yl)-3-fluoropiperidin-4-yl]Oxy}ethan-1-ol NC1=NC(=NC=C1)N1C[C@H]([C@H](CC1)OCCO)F